FC(C1=NN(C(=C1)C(F)(F)F)CC(=O)N1CCC(CC1)C1=CC(=NC=C1)C(=O)NC1CCCC2=CC=CC=C12)(F)F 4-[1-[2-[3,5-bis(trifluoromethyl)pyrazol-1-yl]acetyl]-4-piperidinyl]-N-tetrahydronaphthalen-1-ylpyridin-2-carboxamide